(Z)-(4-(1-(4-(2-(4-(2-(4-(2-(2,6-dioxopiperidin-3-yl)-1-oxoisoindolin-5-yl)piperazin-1-yl)ethyl)piperidin-1-yl)ethoxy)phenyl)-2-phenylbut-1-en-1-yl)phenyl)boronic acid O=C1NC(CCC1N1C(C2=CC=C(C=C2C1)N1CCN(CC1)CCC1CCN(CC1)CCOC1=CC=C(C=C1)\C(=C(\CC)/C1=CC=CC=C1)\C1=CC=C(C=C1)B(O)O)=O)=O